2-((4-bromo-3-(trifluoromethyl)phenoxy)methyl)-7-azaspiro[3.5]nonane BrC1=C(C=C(OCC2CC3(C2)CCNCC3)C=C1)C(F)(F)F